FC=1C=C(C=C(C1F)F)B(O)O (3,4,5-trifluorophenyl)boronic acid